FC(C(=O)O)(CCC)F 2,2-difluoropentanoic acid